ammonium ethylene bis-stearate C(CCCCCCCCCCCCCCCCC)(=O)OCCOC(CCCCCCCCCCCCCCCCC)=O.[NH4+]